methyl 8-formyl-2-morpholino-4-oxo-chromene-6-carboxylate C(=O)C=1C=C(C=C2C(C=C(OC12)N1CCOCC1)=O)C(=O)OC